3-[(1R,2S)-2-phenylcyclopropyl]urea C1(=CC=CC=C1)[C@H]1[C@@H](C1)NC(N)=O